C(C1=CC=CC=C1)NC[C@@H](CF)OC (S)-N-benzyl-3-fluoro-2-methoxypropan-1-amine